5-Oxo-4-(4-trifluoromethylbenzyl)-4,5,8,9-tetrahydrothieno[2,3-c][2,7]naphthyridine O=C1N(C2=C(C=3CCN=CC13)C=CS2)CC2=CC=C(C=C2)C(F)(F)F